2-(4-chlorophenyl)-1-(6-((2-methoxypyridin-4-yl)methyl)-2,6-diazaspiro[3.3]heptan-2-yl)ethanone ClC1=CC=C(C=C1)CC(=O)N1CC2(C1)CN(C2)CC2=CC(=NC=C2)OC